methyl-triethylammonium hydrogen phosphate P(=O)(O)([O-])[O-].C[N+](CC)(CC)CC.C[N+](CC)(CC)CC